CC(CC(=O)O[C@@H]1[C@H](O[C@H]([C@]1(C)F)N1C2=NC(=NC(=C2N=C1)NC)N)COC(C(C)C)=O)C (2R,3R,4R,5R)-5-(2-amino-6-(methylamino)-9H-purin-9-yl)-4-fluoro-2-((isobutyryloxy)methyl)-4-methyltetrahydrofuran-3-yl 3-methylbutanoate